amino-3-(6-methyl-2-oxo-3,4-dihydro-1H-quinolin-3-yl)propionamide NC(C(=O)N)CC1C(NC2=CC=C(C=C2C1)C)=O